(S)-3-(3-(4-hydroxy-1,5-dimethyl-2-oxo-1,2-dihydropyridin-3-yl)ureido)-3-(6-methoxybiphenyl-3-yl)propanoic acid OC1=C(C(N(C=C1C)C)=O)NC(N[C@@H](CC(=O)O)C=1C=C(C(=CC1)OC)C1=CC=CC=C1)=O